(R)-2-(difluoromethoxy)-4-(hexahydropyrazino[2,1-c][1,4]oxazin-8(1H)-yl)aniline FC(OC1=C(N)C=CC(=C1)N1C[C@@H]2COCCN2CC1)F